1,3-dimethyl-4-[2-(methylsulfonyl)-4-(trifluoromethyl) benzoyl]-1H-pyrazol-5-yl-1,3-dimethyl-1H-pyrazol-4-carboxylate CN1N=C(C(=C1C1=C(C(=NN1C)C)C(=O)[O-])C(C1=C(C=C(C=C1)C(F)(F)F)S(=O)(=O)C)=O)C